FC1=C(C=CC(=C1)N)NC1COCC1 2-fluoro-N1-(oxolan-3-yl)benzene-1,4-diamine